2-{4-[(4-Acetylpiperazin-1-yl)methyl]phenyl}-3,4-dihydro-quinazolin-4-one C(C)(=O)N1CCN(CC1)CC1=CC=C(C=C1)C1=NC2=CC=CC=C2C(N1)=O